iso-butyl-alumoxane C(C(C)C)[Al]1OCCCC1